CN(C)CC1=C(C=CC(=N1)NC=1C=CC(=C2CNC(C12)=O)C1=CN=C2N1C=CC(=C2)F)N2CC(N(CC2)C)=O 7-((6-((dimethyl-amino)methyl)-5-(4-methyl-3-oxopiperazin-1-yl)pyridin-2-yl)amino)-4-(7-fluoro-imidazo[1,2-a]pyridin-3-yl)isoindolin-1-one